3-(6-(hydroxymethyl)-9H-purin-9-yl)propionitrile OCC1=C2N=CN(C2=NC=N1)CCC#N